4-oxo-N-[[2-[[[rac-(1S,2S,4S)-7-oxabicyclo[2.2.1]heptane-5-en-2-yl]methylamino]methyl]-1H-indol-6-yl]methyl]pyrido[1,2-a]pyrimidine-2-carboxamide O=C1C=C(N=C2N1C=CC=C2)C(=O)NCC2=CC=C1C=C(NC1=C2)CNC[C@H]2[C@@H]1C=C[C@H](C2)O1 |r|